1-(3-(4-(2-(2,6-Dichlorophenyl)imidazo[2,1-f][1,6]naphthyridin-9-yl)-1H-pyrazol-1-yl)pyrrolidin-1-yl)ethan-1-one ClC1=C(C(=CC=C1)Cl)C=1N=C2C=3C=C(C=NC3C=CN2C1)C=1C=NN(C1)C1CN(CC1)C(C)=O